(3R)-3-amino-7-[5-[3-(chloromethyl)-3-(hydroxymethyl)azetidin-1-yl]-1,3,4-oxadiazol-2-yl]-5-[(4-chlorophenyl)methyl]-1,1-dioxo-2,3-dihydro-1lambda6,5-benzothiazepin-4-one N[C@H]1CS(C2=C(N(C1=O)CC1=CC=C(C=C1)Cl)C=C(C=C2)C=2OC(=NN2)N2CC(C2)(CO)CCl)(=O)=O